C=1N(C=C2C=CC=CC12)CC=1OC=C(C(C1)=O)OCC1CCN(CC1)S(=O)(=O)C 2-((2H-isoindol-2-yl)methyl)-5-((1-(methylsulfonyl)piperidin-4-yl)methoxy)-4H-pyran-4-one